C1CCOS1(=O)=O propanesultone